CN1CN(C=C1)C N,N'-dimethylimidazole